N-[4-(3-Cyanophenyl)-5-(2,6-dimethyl-4-pyridyl)thiazol-2-yl]-1,3-dimethyl-2,4-dioxo-1,3,8-triazaspiro[4.5]decane-8-carboxamide C(#N)C=1C=C(C=CC1)C=1N=C(SC1C1=CC(=NC(=C1)C)C)NC(=O)N1CCC2(C(N(C(N2C)=O)C)=O)CC1